FC=1C(=NC=C(C1C=O)C)C1=NC(=NC=C1)C(C)(C)O (3-fluoro-2-(2-(2-hydroxy-prop-2-yl)pyrimidin-4-yl)-5-methylpyridin-4-yl)methanone